1-[(S)-2-Amino-3-methylbutyroxy]-2-methylpropyl (S)-2-[(o-ethoxyphenoxy)methyl]-4-morpholinecarboxylate C(C)OC1=C(OC[C@@H]2CN(CCO2)C(=O)OC(C(C)C)OC([C@H](C(C)C)N)=O)C=CC=C1